[SH3+]=O Sulfonium oxide